6-(3,5-Dimethyl-1-(tetrahydro-2H-pyran-4-yl)-1H-pyrazol-4-yl)quinoline-4-carboxylic acid CC1=NN(C(=C1C=1C=C2C(=CC=NC2=CC1)C(=O)O)C)C1CCOCC1